ClC1=C(C=CC(=C1)C=O)C1=CC=CC=C1 chloro-[1,1'-biphenyl]-4-carbaldehyde